C1(=CC=CC=C1)C1C(CC(C=C1)C1=CC=CC=C1)C(=O)O 2,5-diphenylcyclohex-3-en-1-carboxylic acid